N,N'-Dimethylethylen-diamin CNCCNC